5-(trifluoromethoxy)salicylaldehyde FC(OC1=CC=C(C(C=O)=C1)O)(F)F